ClC1=C(C=C2C(C[C@@](O2)([C@H]2NCCC2)C2=CC=CC=C2)=C1C1=C(C2=C(CC(O2)CC#N)C=C1C(=O)N)F)F (2S)-5-Chloro-2'-(cyanomethyl)-6,7'-difluoro-2-phenyl-2-((S)-pyrrolidin-2-yl)-2,2',3,3'-tetrahydro-[4,6'-bibenzofuran]-5'-carboxamide